[Pd].BrC1=C(C=C(C(=C1)Cl)C)C=1SC=CN1 2-(2-BROMO-4-CHLORO-5-METHYL-PHENYL)THIAZOLE Palladium